C1=CC=C(C=2OC3=C(C21)C=CC=C3)P(N(C3=CC=CC=C3)P(C3=CC=C(C=C3)[Si](CCCC)(CCCC)CCCC)C3=CC=CC2=C3OC3=C2C=CC=C3)C3=CC=C(C=C3)[Si](CCCC)(CCCC)CCCC 1-(dibenzo[b,d]furan-4-yl)-N-(dibenzo[b,d]furan-4-yl(4-(tributylsilyl)phenyl)phosphaneyl)-N-phenyl-1-(4-(tributylsilyl)phenyl)phosphanamine